4-(4-fluorophenyl)-5-methyl-3-oxo-3,4-dihydropyrazine-2-carboxylic acid FC1=CC=C(C=C1)N1C(C(=NC=C1C)C(=O)O)=O